O=C1N(C2=CC=CC=C2C(N1CCC=1C=NC=CC1)=O)CC1=CC=C(C(=O)NO)C=C1 4-((2,4-dioxo-3-(2-(pyridin-3-yl)ethyl)-3,4-dihydroquinazolin-1(2H)-yl)methyl)-N-hydroxybenzoamide